tert-butyl N-{2-[(1S,3S)-3-(benzyloxy)cyclobutyl]pyrimidin-5-yl}carbamate C(C1=CC=CC=C1)OC1CC(C1)C1=NC=C(C=N1)NC(OC(C)(C)C)=O